2-((6-methoxypyridin-3-yl)methyl)-6-(3-methylisothiazol-5-ylsulfonyl)phthalazin-1(2H)-one COC1=CC=C(C=N1)CN1C(C2=CC=C(C=C2C=N1)S(=O)(=O)C1=CC(=NS1)C)=O